2-[[5-(3-fluorophenyl)-4-methyl-1,2,4-triazol-3-yl]sulfanylmethyl]-5,7-dimethyl-1H-quinolin-4-one FC=1C=C(C=CC1)C=1N(C(=NN1)SCC=1NC2=CC(=CC(=C2C(C1)=O)C)C)C